3-Methyl-2-butenylacetat CC(C=CCC(=O)[O-])C